C(C)(C)(C)C=1C=C(C=CC1)C1[C@@H]2CN(C[C@H]12)C(=O)C1CC2(C1)NC(OC2)=O (2s,4S)-2-((1R,5S,6S)-6-(3-(tert-Butyl)phenyl)-3-azabicyclo[3.1.0]hexan-3-carbonyl)-7-oxa-5-azaspiro[3.4]octan-6-on